(R)-4-(5-(1-(3,5-dimethyl-pyridazin-4-yl)ethoxy)-6-methoxy-1H-indazol-3-yl)-6-methoxy-picolinonitrile CC=1N=NC=C(C1[C@@H](C)OC=1C=C2C(=NNC2=CC1OC)C1=CC(=NC(=C1)OC)C#N)C